(3R,4aS,9bS)-3-methyl-7-(trifluoromethyl)-1,2,3,4,4a,9b-hexahydrofuro[3,2-b:4,5-c']dipyridine hydrochloride Cl.C[C@@H]1C[C@H]2[C@@H](NC1)C1=CN=C(C=C1O2)C(F)(F)F